3,3,5-trimethyl-2,3-dihydro-1H-pyrrolo[3,2-b]pyridine-2,2-d2 CC1(C(NC=2C1=NC(=CC2)C)([2H])[2H])C